NC=1C=2N(C=C(N1)C1=CC(=NN1C)C)C(=CN2)C=2C=C(C=CC2C)C(C(F)F)(C)O 2-(3-(8-Amino-6-(1,3-dimethyl-1H-pyrazol-5-yl)imidazo[1,2-a]pyrazin-3-yl)-4-methylphenyl)-1,1-difluoropropan-2-ol